2-(4-chloro-3-fluorophenoxy)-N-[(3s,6r)-6-[6-(trifluoromethyl)-1,3-benzooxazol-2-yl]piperidin-3-yl]acetamide ClC1=C(C=C(OCC(=O)N[C@@H]2CN[C@H](CC2)C=2OC3=C(N2)C=CC(=C3)C(F)(F)F)C=C1)F